4-amino-6-((2-methoxyphenyl)amino)-N-(1,2,3,4-tetrahydronaphthalen-2-yl)-1,3,5-triazine-2-carboxamide NC1=NC(=NC(=N1)NC1=C(C=CC=C1)OC)C(=O)NC1CC2=CC=CC=C2CC1